rac-allyl 2-oxocyclopentane-1-carboxylate O=C1[C@@H](CCC1)C(=O)OCC=C |r|